C1=NC2=C(N1[C@H]3[C@@H]([C@@H]([C@H](O3)COP(=O)([O-])OP(=O)([O-])OC4[C@H]([C@H]([C@@H]([C@H](O4)C(=O)[O-])O)O)O)O)O)N=C(NC2=O)N The molecule is a nucleotide-sugar oxoanion obtained by deprotonation of the diphosphate OH groups of GDP-D-mannuronic acid; major species at pH 7.3. It is a conjugate base of a GDP-D-mannuronic acid.